tert-butyl (2-methyl-5-(2-(4-(4-methylpiperazin-1-yl)phenyl)-5-nitro-1H-pyrrolo[2,3-b]pyridin-3-yl)phenyl)carbamate CC1=C(C=C(C=C1)C1=C(NC2=NC=C(C=C21)[N+](=O)[O-])C2=CC=C(C=C2)N2CCN(CC2)C)NC(OC(C)(C)C)=O